N-((7-(5-(difluoromethyl)-1,3,4-oxadiazol-2-yl)imidazo[1,2-a]pyridin-2-yl)methyl)-N-phenyl-1-(tetrahydro-2H-pyran-4-yl)piperidine-4-carboxamide FC(C1=NN=C(O1)C1=CC=2N(C=C1)C=C(N2)CN(C(=O)C2CCN(CC2)C2CCOCC2)C2=CC=CC=C2)F